[N+](=O)([O-])C1=C(C#N)C=CC(=C1F)[N+](=O)[O-] 2,4-dinitrofluorobenzonitrile